carbon silicon-germanium [Ge].[Si].[C]